ClC=1NC=CC(C1)=O 2-chloropyridine-4(1H)-one